N1CC(C1)N(C1=C(C=C(C=C1)NC1=NC=2N(C(=C1)NC1CC1)N=CC2C#N)C[S@](=O)C)C |r| (±)-5-((4-(Azetidin-3-yl(methyl)amino)-3-((methylsulfinyl)methyl)phenyl)amino)-7-(cyclopropylamino)pyrazolo[1,5-a]pyrimidin-3-carbonitril